6-(m-tolyl)pyrazolo[4,3-b]pyridin C1(=CC(=CC=C1)C=1C=C2C(=NC1)C=NN2)C